NC=1C(=NC(=C(N1)C=1OC(=CC1)C)C1=CN(C(C=C1)=O)C)CC=1C(=C(C(=O)N)C(=CC1)F)F ((3-amino-6-(1-methyl-6-oxo-1,6-dihydropyridin-3-yl)-5-(5-methylfuran-2-Yl)pyrazin-2-yl)methyl)-2,6-difluorobenzamide